FC(C(F)(F)OC(C)=O)CC(F)(F)F.C(C=C)(=O)O acrylic acid hexafluorobutyl-acetate